CC#CC 2-Butyn